C(C)(C)(C)OC(=O)N1C[C@H]2[C@@H](C([C@@H](C1)N2C(C)(C)C2=CC=CC=C2)C#N)O.C=C(C)NC2=CC=CC=C2C2=CC=NC=C2 (prop-1-en-2-yl)-6-(pyridin-4-yl)aniline tert-butyl-(1S,5S,7R)-6-cyano-7-hydroxy-8-(2-phenylpropan-2-yl)-3,8-diazabicyclo[3.2.1]octane-3-carboxylate